4-(2,6-dichlorophenyl)-6-methylnicotinic acid ClC1=C(C(=CC=C1)Cl)C1=CC(=NC=C1C(=O)O)C